C(CCCCCCC\C=C/CCCCCCCC)OCC(C(CCCCCCCCCCCC)O)OCCCCCCCC\C=C/CCCCCCCC 1,2-bis[(Z)-octadec-9-enoxy]pentadecan-3-ol